D-Cysteic Acid N[C@H](CS(=O)(O)=O)C(=O)O